2-amino-3-[4-(trifluoromethoxy)phenyl]Propionic acid hydrochloride Cl.NC(C(=O)O)CC1=CC=C(C=C1)OC(F)(F)F